(4-methoxybenzyl)carboxamide-13C COC1=CC=C(C[13C](=O)N)C=C1